2-[6-[[5-(trifluoromethyl)pyrazin-2-yl]methyl]-2-azaspiro[3.3]heptane-2-carbonyl]-2,5-diazaspiro[3.4]octan-6-one Kalium tertButylat CC(C)(C)[O-].[K+].FC(C=1N=CC(=NC1)CC1CC2(CN(C2)C(=O)N2CC3(C2)NC(CC3)=O)C1)(F)F